((2S,4R)-4-Hydroxy-2-(hydroxymethyl)piperidin-1-yl)(5-methoxy-2-nitro-4-((triisopropylsilyl)oxy)phenyl)methanone O[C@H]1C[C@H](N(CC1)C(=O)C1=C(C=C(C(=C1)OC)O[Si](C(C)C)(C(C)C)C(C)C)[N+](=O)[O-])CO